4-((1-Methyl-3-phenyl-6-piperidinyl-1H-pyrazolo[3,4-d]pyrimidin-4-yl)aminomethyl)benzenesulfonamide CN1N=C(C=2C1=NC(=NC2NCC2=CC=C(C=C2)S(=O)(=O)N)N2CCCCC2)C2=CC=CC=C2